N1=CC=C(C=C1)CCSC[C@@H]([C@@H](CSCCC1=CC=NC=C1)O)O (2R,3S)-1,4-bis[2-(4-pyridinyl)ethylthio]butan-2,3-diol